fluorotelluric acid [Te](O)(=O)(=O)F